C1(CCCC1)CCCCC cyclopentylpentane